ClC=1C(=NC(=CC1)OC)OC[C@@H]1N([C@@H]2C[C@@H]2C1)C1=C(C=C2C(C(=CN(C2=C1)C=1C=NC(=CC1)N(C)C)C(=O)O)=O)F 7-[(1R,3R,5R)-3-{[(3-Chloro-6-methoxy-pyridin-2-yl)oxy]methyl}-2-azabicyclo[3.1.0]hexan-2-yl]-1-[6-(dimethyl-amino)pyridin-3-yl]-6-fluoro-4-oxoquinoline-3-carboxylic acid